2-diethylethylaminoethanol C(C)C(C)(CC)NCCO